ClC=1C(=C(C(=O)O[C@H]2C(O[C@@H]([C@H]([C@@H]2O)O)CO)O)C(=CC1)Cl)OC (3R,4S,5S,6R)-2,4,5-trihydroxy-6-(hydroxymethyl)tetrahydro-2H-pyran-3-yl 3,6-dichloro-2-methoxybenzoate